CNC=1N=CNC1NC 4,5-dimethylaminoimidazole